CN1C(N(C2=C1C(=CC=C2)N2CCN(CC2)C2CN(C2)C2CCNCC2)C2C(NC(CC2)=O)=O)=O 3-(3-methyl-2-oxo-4-{4-[1-(piperidin-4-yl)azetidin-3-yl]piperazin-1-yl}-1,3-benzodiazol-1-yl)piperidine-2,6-dione